tert-butyl 4-(isopropylcarbamoyl)-4-[(5-methoxy-2-pyridyl)methyl]piperidine-1-carboxylate C(C)(C)NC(=O)C1(CCN(CC1)C(=O)OC(C)(C)C)CC1=NC=C(C=C1)OC